(1-(2-(2-(2-aminoethoxy)ethoxy)ethyl)-1H-pyrazole-3,5-diyl)dimethanol trifluoroacetate FC(C(=O)O)(F)F.NCCOCCOCCN1N=C(C=C1CO)CO